COC1=NC=C(C(=N1)O)OC 2,5-dimethoxy-4-hydroxypyrimidine